5-(3-isopropyl-5-(1-(oxetan-3-yl)piperidin-4-yl)-1H-indol-2-yl)-3-methyl-[1,2,3]triazolo[1,5-a]pyridine C(C)(C)C1=C(NC2=CC=C(C=C12)C1CCN(CC1)C1COC1)C1=CC=2N(C=C1)N=NC2C